[Si](C)(C)(C(C)(C)C)OCC1=CC2=NC=CC(=C2S1)C=1C=C(C=C2CCCN(C12)C1CC(C1)NC(OC(C)(C)C)=O)Cl tert-butyl N-[3-[8-[2-[[tert-butyl(dimethyl)silyl]oxymethyl]thieno[3,2-b]pyridin-7-yl]-6-chloro-3,4-dihydro-2H-quinolin-1-yl]cyclobutyl]carbamate